OC1(CN(CC1)C(=O)OCC1=CC=CC=C1)C(=O)OC O1-benzyl O3-methyl 3-hydroxypyrrolidine-1,3-dicarboxylate